2'-cyclopropyl-N-(5-((5-(2-hydroxy-prop-2-yl)pyridin-2-yl)methoxy)-1,3,4-thiadiazol-2-yl)-5'-methoxy-6-methyl-[4,4'-bipyridine]-3-carboxamide C1(CC1)C1=NC=C(C(=C1)C1=C(C=NC(=C1)C)C(=O)NC=1SC(=NN1)OCC1=NC=C(C=C1)C(C)(C)O)OC